CC#CCC methyl-1-butyne